2-chloro-4H-1,3,2-benzodioxaphosphorin-4-one ClP1OC2=C(C(O1)=O)C=CC=C2